(1R,3s,5S)-3-((3S,4R)-1-(5-fluoropyrimidin-2-yl)-3-methoxypiperidin-4-yl)-8-azabicyclo[3.2.1]octane FC=1C=NC(=NC1)N1C[C@H]([C@H](CC1)C1C[C@H]2CC[C@@H](C1)N2)OC